NC1=NN(C2=C(C=C(C(=C12)OC1=C(C=CC(=C1)F)Cl)NC(C1=CC(=CC(=C1)C(F)(F)F)F)=O)Br)CC(=O)N N-(3-Amino-1-(2-amino-2-oxoethyl)-7-bromo-4-(2-chloro-5-fluorophenoxy)-1H-indazol-5-yl)-3-fluoro-5-(trifluoromethyl)benzamide